1-[(4-fluorophenyl)methyl]-N-[rac-(6S)-2-cyclopropyl-4-methyl-5-oxo-7,8-dihydro-6H-pyrazolo[1,5-a][1,3]diazepin-6-yl]-1,2,4-triazole-3-carboxamide FC1=CC=C(C=C1)CN1N=C(N=C1)C(=O)N[C@@H]1C(N(C=2N(CC1)N=C(C2)C2CC2)C)=O |r|